BrC=1C=C(C=2N(C1)C(=C(N2)C#CCNC2=C(C=C(C(=O)NC)C=C2)OC)CC(F)(F)F)NC2CCN(CC2)C 4-[(3-{6-bromo-8-[(1-methylpiperidin-4-yl)amino]-3-(2,2,2-trifluoroethyl)imidazo[1,2-a]pyridin-2-yl}prop-2-yn-1-yl)amino]-3-methoxy-N-methylbenzamide